BrC=1C=C(C=CC1)CC=O 2-(3-bromophenyl)acetaldehyde